N-(p-cyanophenyl)isoquinolinium C(#N)C1=CC=C(C=C1)[N+]1=CC2=CC=CC=C2C=C1